C(#N)C[C@@]1(C(=C([C@@H](C=C1)C#N)CC)I)CC (1R,4S)-4-(cyanomethyl)-2,4-diethyl-3-iodocyclohexa-2,5-dienecarbonitrile